S1(CCNCC1)=O 1lambda~4~,4-thiazinan-1-one